4-[(2S)-2-fluoropropoxy]pyridine-3-carboxamide cyclobutyl-2,2,2-trichloroethanimidate C1(CCC1)OC(C(Cl)(Cl)Cl)=N.F[C@H](COC1=C(C=NC=C1)C(=O)N)C